(N-[4-amino-5-[6-(4,4-difluoro-1-piperidinyl)pyridine-3-carbonyl]thiazol-2-yl]-4-fluoro-anilino)propanamide NC=1N=C(SC1C(=O)C=1C=NC(=CC1)N1CCC(CC1)(F)F)N(C1=CC=C(C=C1)F)C(C(=O)N)C